(1S,4aS,8aR)-7-Methyl-4-methylene-1-(propan-2-yl)-1,2,3,4,4a,5,6,8a-octahydronaphthalene CC=1CC[C@@H]2C(CC[C@H]([C@@H]2C1)C(C)C)=C